4-[(1S,2S)-2-[6-(2,4-dimethoxypyrimidin-5-yl)imidazo[1,2-b]pyridazin-8-yl]cyclopropyl]-2-fluoro-benzonitrile COC1=NC=C(C(=N1)OC)C=1C=C(C=2N(N1)C=CN2)[C@@H]2[C@H](C2)C2=CC(=C(C#N)C=C2)F